C(C)(C)S(=O)(=O)C1=C(C=CC=C1)NC1=NC(=NC=C1)NC=1C(N(C=2CCN(CC2C1)C)C)=O 3-((4-((2-(isopropylsulfonyl)phenyl)amino)pyrimidin-2-yl)amino)-1,6-dimethyl-5,6,7,8-tetrahydro-1,6-Naphthyridine-2(1H)-one